para-xylylene ether C12=CC=C(C=C1)COC2